cis-3-(3,5-bis(trifluoromethyl)phenyl)-1-propylcyclopentane-1-carboxylic acid FC(C=1C=C(C=C(C1)C(F)(F)F)[C@@H]1C[C@@](CC1)(C(=O)O)CCC)(F)F